CC1(CC(C1)NC(OC(C)(C)C)=O)OC1=NC(=CC=2N1C=CN2)C=2C=NN(C2)C tert-butyl ((1s,3s)-3-methyl-3-((7-(1-methyl-1H-pyrazol-4-yl)imidazo[1,2-c]pyrimidin-5-yl)oxy)cyclobutyl)carbamate